C1(CC1)C1=NNC2=CC=C(C=C12)C1=CN=C2N1N=C(C=C2)N2CCC1(CCOCC1)CC2 9-(3-(3-cyclopropyl-1H-indazol-5-yl)imidazo[1,2-b]pyridazin-6-yl)-3-oxa-9-azaspiro[5.5]undecane